tert-butyl 4-(4-((6-(2,4-dichlorophenyl)-8,9-dihydroimidazo[1',2':1,6]pyrido[2,3-d]pyrimidin-2-yl)amino)-2-fluorophenyl)piperazine-1-carboxylate ClC1=C(C=CC(=C1)Cl)C1=CC2=C(N=C(N=C2)NC2=CC(=C(C=C2)N2CCN(CC2)C(=O)OC(C)(C)C)F)N2C1=NCC2